OC1=NC2=CC(N(C=C2C(=C1)O)C1(CC1)C)=O 2,4-dihydroxy-6-(1-methylcyclopropyl)-1,6-naphthyridin-7(6H)-one